(50-(2,5-dioxo-2,5-dihydro-1H-pyrrol-1-yl)-7-methyl-8,48-dioxo-11,14,17,20,23,26,29,32,35,38,41,44-dodecaoxa-3,4-dithia-7,47-diazapentacontyl)(methyl)carbamic acid O=C1N(C(C=C1)=O)CCC(NCCOCCOCCOCCOCCOCCOCCOCCOCCOCCOCCOCCOCCC(N(CCSSCCN(C(O)=O)C)C)=O)=O